(2R)-2-[(1S)-1,2-dihydroxyethyl]-4-hydroxy-5-oxo-2H-furan-3-carboxylic acid sodium salt [Na+].O[C@@H](CO)[C@@H]1OC(C(=C1C(=O)[O-])O)=O